ClC1=CC=C(C=C1)[C@@]1(N(C(C2=CC(=CC=C12)C(CN1C[C@H](N(CC1)C)C)(C)O)=O)CC1=NC=C(C=C1)Cl)OC (3R)-3-(4-chlorophenyl)-2-[(5-chloropyridin-2-yl)methyl]-6-{1-[(3R)-3,4-dimethylpiperazin-1-yl]-2-hydroxypropan-2-yl}-3-methoxy-2,3-dihydro-1H-isoindol-1-one